OCC=C(C)C1CCC2C1C1CCC3C4(CCC(C(C4CCC3(C1(CC2)C)C)(C)C)O)C α-(hydroxymethyl)-5a,5b,8,8,11a-pentamethyl-1-(prop-1-en-2-yl)icosahydro-1H-cyclopenta[a]chrysen-9-ol